ClC=1C=C(C=CC1)C#C 3-chlorophenyl-acetylene